C(C)(C)(C)OC(=O)NC1(CCC(CC1)(C1=CC=CC=C1)N(C)C)C(=O)O 1-(tert-butoxycarbonylamino)-4-(dimethylamino)-4-phenylcyclohexane-carboxylic acid